[Na+].CC(C(S(=O)(=O)[O-])NC(C=C)=O)C 2-methyl-[(1-oxo-2-propenyl)amino]1-propanesulfonic acid sodium salt